N-(3-Fluorobicyclo[1.1.1]pentan-1-yl)-2-oxo-2-((4R,5S)-3,3,7,7-tetrafluoro-4-hydroxy-1-azaspiro[4.4]nonan-1-yl)acetamide FC12CC(C1)(C2)NC(C(N2CC([C@@H]([C@]21CC(CC1)(F)F)O)(F)F)=O)=O